C1(=CC=CC=C1)N(C1=CC=C(C=C1)C1=CC=C(N(C2=CC=C(C=C2)N(C2=C(C=CC=C2)C)C2=C(C=CC=C2)C)C2=CC=CC=C2)C=C1)C1=CC=C(C=C1)N(C1=C(C=CC=C1)C)C1=C(C=CC=C1)C N,N'-diphenyl-N,N'-bis[4-(N,N-di(tolyl)amino)phenyl]benzidine